ONC(=O)C1=CC2=C(OCCN2CC(=C)C)C=C1 N-hydroxy-4-(2-methylallyl)-3,4-dihydro-2H-benzo[b][1,4]oxazine-6-carboxamide